3-formyl-4'-nitro-[1,1'-biphenyl]-4-ylmethanesulfonate C(=O)C=1C=C(C=CC1CS(=O)(=O)[O-])C1=CC=C(C=C1)[N+](=O)[O-]